C(C)(C)(C)OC(=O)N1C[C@H]([C@@H](C1)OCC1=CC=C(C=C1)C(F)(F)F)N1N=C(C=C1)C(=O)O 1-(trans-1-(tert-butoxycarbonyl)-4-(4-(trifluoromethyl)benzyloxy)-pyrrolidin-3-yl)-1H-pyrazole-3-carboxylic acid